Methyl 3-(2-(2-chlorophenyl)acetamido)-5-(1-methyl-1H-pyrazol-4-yl)benzoate ClC1=C(C=CC=C1)CC(=O)NC=1C=C(C(=O)OC)C=C(C1)C=1C=NN(C1)C